C(C1=CC=CC=C1)OC[C@@H](N=C(C1=CC=CC=C1)C1=CC=CC=C1)[C@H]1[C@H](OC(O1)(C)C)C(=O)OC methyl (4S,5S)-5-((R)-2-(benzyloxy)-1-((diphenylmethylene) amino) ethyl)-2,2-dimethyl-1,3-dioxolane-4-carboxylate